2-methyl-N-(2,4,6-trimethoxybenzyl)propanamide CC(C(=O)NCC1=C(C=C(C=C1OC)OC)OC)C